(5R,8S)-N-(3-chloro-4-cyanophenyl)-6,7,8,9-tetrahydro-5H-5,8-epiminocyclohepta[d]-pyrimidine-10-carboxamide ClC=1C=C(C=CC1C#N)NC(=O)N1[C@@H]2CC[C@H]1CC=1N=CN=CC12